Cl.C(C)(C)(C)NC(=O)C1CCN(CC1)C1C[C@H]2CC[C@@H](C1)N2C2=NC(=NO2)C(F)(F)F N-tert-butyl-1-{(1R,3r,5S)-8-[3-(trifluoromethyl)-1,2,4-oxadiazol-5-yl]-8-azabicyclo[3.2.1]octan-3-yl}piperidine-4-carboxamide monohydrochloride